C1(=CC=CC=C1)P(C1CCCCC1)C1=CC=CC=C1 diphenyl-cyclohexyl-phosphine